N-[(6-Amino-2-pyridyl)sulfonyl]-6-(3-fluoro-5-isobutoxyphenyl)-2-(tetrahydrofuran-3-ylmethoxy)pyridin-3-carboxamid NC1=CC=CC(=N1)S(=O)(=O)NC(=O)C=1C(=NC(=CC1)C1=CC(=CC(=C1)OCC(C)C)F)OCC1COCC1